C(C)(C)(C)OC(=O)N1C[C@H](CC1)NC1=CC=CC=2C=COC21 (S)-3-(benzofuran-7-ylamino)pyrrolidine-1-carboxylic acid tert-butyl ester